1,2,3-triphenylbenzene C1(=CC=CC=C1)C1=C(C(=CC=C1)C1=CC=CC=C1)C1=CC=CC=C1